NCC1=NNC(C2=CC=C(C=C12)C=1C=NN(C1C1=CC=C(C(=C1C#N)OC1CC1)Cl)C)=O 6-(4-(4-(aminomethyl)-1-oxo-1,2-dihydrophthalazin-6-yl)-1-methyl-1H-pyrazol-5-yl)-3-chloro-2-cyclopropoxybenzonitrile